2-(2'-methoxystyryl)-4,6-bis(trichloromethyl)-s-triazine COC1=C(C=CC2=NC(=NC(=N2)C(Cl)(Cl)Cl)C(Cl)(Cl)Cl)C=CC=C1